benzoic acid fluoromethylthioester FCSOC(C1=CC=CC=C1)=O